dibutyl-tin bis(ethyl-ethyl hexanoate) C(C)C(C(=O)[O-])(CCCC)CC.C(C)C(C(=O)[O-])(CCCC)CC.C(CCC)[Sn+2]CCCC